C(CCCCCC)NC(N[C@@H](CN1C=NC(=C1)C1=CC=C(C(=O)N2C[C@H]([C@@H](C2)C(=O)N[C@@H]2[C@H](C2)C2=CC=CC=C2)C(=O)N[C@@H]2[C@H](C2)C2=CC=CC=C2)C=C1)C(=O)NCCCCCC)=O (3S,4S)-1-(4-(1-((S)-2-(3-heptylureido)-3-(hexyl-amino)-3-oxopropyl)-1H-imidazol-4-yl)benzoyl)-N3,N4-bis((1S,2R)-2-phenylcyclopropyl)pyrrolidine-3,4-dicarboxamide